FC(OC=1C=CC(=C(C1)C1=NN(C=2C[C@@H](CCC12)C(=O)NC1(COC=C1)C)[C@H]1[C@@H](CCC1)O)F)F (R)-3-(5-(difluoromethoxy)-2-fluorophenyl)-1-((1R,2R)-2-hydroxycyclopentyl)-N-(3-methyl-1,1-thioxol-3-yl)-4,5,6,7-tetrahydro-1H-indazole-6-carboxamide